3-bromo-6-(6-(4-isopropyl-4H-1,2,4-triazol-3-yl)pyridin-2-yl)-6,7-dihydro-5H-pyrrolo[3,4-b]Pyridin-5-one BrC=1C=C2C(=NC1)CN(C2=O)C2=NC(=CC=C2)C2=NN=CN2C(C)C